methyl 4-(benzyloxy)-2-formyl-3,5,6-trimethylbenzoate C(C1=CC=CC=C1)OC1=C(C(=C(C(=O)OC)C(=C1C)C)C=O)C